3-(benzo[b]thiophen-2-yl)-2-((3-fluorophenyl)(hydroxy)methyl)-3-oxopropanenitrile S1C2=C(C=C1C(C(C#N)C(O)C1=CC(=CC=C1)F)=O)C=CC=C2